4-(methylthio)pyrimidine-5-carboxamide CSC1=NC=NC=C1C(=O)N